ClC1=CC=C(C=C1)NC(=O)C1=NN2C(N=C(C=C2C=2C=NNC2)N(CC2=C(C=CC=C2)C(F)(F)F)C)=C1 N-(4-chlorophenyl)-5-(methyl(2-(trifluoromethyl)benzyl)amino)-7-(1H-pyrazol-4-yl)pyrazolo[1,5-a]pyrimidine-2-carboxamide